((1R)-1-(3-(cyclohexylamino)-2-methyl-3-oxopropionamido)-2-phenylethyl)boric acid C1(CCCCC1)NC(C(C(=O)N[C@@H](CC1=CC=CC=C1)OB(O)O)C)=O